(R)-7-(6-(1-(2,2-difluoro-1-(4-fluorophenyl)propyl)-1H-pyrazol-4-yl)pyrazin-2-yl)-2-(2,5-dimethyl-1H-pyrrol-1-yl)-6,8-difluoro-[1,2,4]triazolo[1,5-a]-pyridine FC([C@@H](C1=CC=C(C=C1)F)N1N=CC(=C1)C1=CN=CC(=N1)C1=C(C=2N(C=C1F)N=C(N2)N2C(=CC=C2C)C)F)(C)F